8-(4-Bromophenyl-ethyl)-2,8-diazaspiro[4.5]decane-2-carboxylic acid tert-butyl ester C(C)(C)(C)OC(=O)N1CC2(CC1)CCN(CC2)CCC2=CC=C(C=C2)Br